(5-bromopyrimidin-2-yl)-morpholino-methanone BrC=1C=NC(=NC1)C(=O)N1CCOCC1